3-[(1-methylpyrazol-4-yl)methyl]-4-oxo-8-[(2R)-1,2-dimethyl-3,6-dihydro-2H-pyridin-4-yl]-1H-quinazoline-6-sulfonamide CN1N=CC(=C1)CN1CNC2=C(C=C(C=C2C1=O)S(=O)(=O)N)C=1C[C@H](N(CC1)C)C